2,2'-(2,4-bis(10-methylphenazin-5(10H)-yl)-1,3-phenylene)bis(benzo[d]oxazole) CN1C2=CC=CC=C2N(C=2C=CC=CC12)C1=C(C=CC(=C1C=1OC2=C(N1)C=CC=C2)N2C=1C=CC=CC1N(C1=CC=CC=C21)C)C=2OC1=C(N2)C=CC=C1